C(C)(CC)N1N=CC=2N=C(N=C(C21)N[C@@H](C=2C=NC1=CC=CC=C1C2)C)N2CCN(CC2)C(N)=NC#N 4-(1-sec-butyl-7-{[(R)-methyl(quinolin-3-yl)methyl]amino}-1H-pyrazolo[4,3-d]pyrimidin-5-yl)-N'-cyanopiperazine-1-carboximidamide